ClC1=CC=C(C=C1)S(=O)(=O)NCCC1=CC=C(C=C1)OC 4-chloro-N-(4-methoxyphenylethyl)benzenesulfonamide